methyl 3-bromo-2-(bromomethyl)-5-cyanobenzoate BrC=1C(=C(C(=O)OC)C=C(C1)C#N)CBr